BrC=1C(=NC=CC1)C1(CC1)C=1C(=NN2C1CN(CC2)C(=O)OC(C)(C)C)C(NC)=O tert-butyl 3-[1-(3-bromopyridin-2-yl)cyclopropyl](methyl)carbamoyl-4H,5H,6H,7H-pyrazolo[1,5-a]pyrazine-5-carboxylate